CC(C)(C)[S@@](=O)\N=C(\C)/C1=CC(=CC=2C=3N(C(=NC12)C1=CC=CC=C1)C=NN3)C (R)-2-methyl-N-[(1Z)-1-{9-methyl-5-phenyl-[1,2,4]triazolo[4,3-c]quinazolin-7-yl}ethylidene]propane-2-sulfinamide